N-(2-((1r,4r)-4-(([1,4'-bipiperidin]-4-yl-(methyl)amino)methyl)cyclohexyl)-6-methoxy-2H-indazol-5-yl)-6-(trifluoromethyl)pyridinecarboxamide N1(CCC(CC1)N(C)CC1CCC(CC1)N1N=C2C=C(C(=CC2=C1)NC(=O)C1=NC(=CC=C1)C(F)(F)F)OC)C1CCNCC1